(2R)-2-amino-3-(2,6-dichloro-3,4-dimethoxyphenyl)propionic acid methyl ester COC([C@@H](CC1=C(C(=C(C=C1Cl)OC)OC)Cl)N)=O